tert-butyl (1R,5S)-3-(4-(4-chloroquinolin-6-yl)-3-fluorobenzoyl)-3,6-diazabicyclo[3.1.1]heptane-6-carboxylate ClC1=CC=NC2=CC=C(C=C12)C1=C(C=C(C(=O)N2C[C@@H]3N([C@H](C2)C3)C(=O)OC(C)(C)C)C=C1)F